N=1NN=NC1C=1C(=NC=CC1)C(=O)[O-] 3-(2H-tetrazol-5-yl)pyridylcarboxylate